3-amino-1-((4-(1,1-difluoro-2-hydroxy-2-methylpropyl)-1-((2-(trimethylsilyl)ethoxy)methyl)-1H-benzo[d]imidazol-2-yl)methyl)pyridin-2(1H)-one NC=1C(N(C=CC1)CC1=NC2=C(N1COCC[Si](C)(C)C)C=CC=C2C(C(C)(C)O)(F)F)=O